C[C@@H]1O[C@H](CN(C1)C1=C(C=C(C=N1)NC1CC2(C1)CC(C2)N)C)C N2-(6-((2s,6S)-2,6-dimethylmorpholino)-5-methylpyridin-3-yl)spiro[3.3]heptane-2,6-diamine